tert-butyl (2S)-2-[4-chloro-2-(4-ethoxy-4,5-dihydroisoxazol-3-yl)phenoxy]butanoate ClC1=CC(=C(O[C@H](C(=O)OC(C)(C)C)CC)C=C1)C1=NOCC1OCC